4-(thiophen-2-yl)-2-p-tolyl-1H-indole-7-carboxamide S1C(=CC=C1)C1=C2C=C(NC2=C(C=C1)C(=O)N)C1=CC=C(C=C1)C